ClC1=C(C=C2C(C(NC2=C1)=O)=C(C1=CC(=NO1)OC)O)C1=CC=C(C=C1)OC1CCC(CC1)O 6-chloro-5-[4-(4-hydroxycyclohexoxy)phenyl]-3-[hydroxy-(3-methoxyisoxazol-5-yl)methylene]indolin-2-one